ClC=1C=C(C=CC1C(C)OC1CC1)C1=CC(=NC=N1)C(=O)O 6-(3-chloro-4-(1-cyclopropoxyethyl)phenyl)pyrimidine-4-carboxylic acid